FC1=C(C=CC(=C1OC)F)NC1=NC=C(C(=N1)NC=1C=C(C2=C(NC(O2)=O)C1)CC)C 5-(2-(2,4-difluoro-3-methoxyphenylamino)-5-methylpyrimidin-4-ylamino)-7-ethylbenzo[d]oxazol-2(3H)-one